ClC=1C=CC(=C2CN(C(C12)=O)C)CC1CC2(CN(C2)C[C@H](CC=2C=NNC(C2)=O)C)C1 (S)-7-chloro-2-methyl-4-((2-(2-methyl-3-(6-oxo-1,6-dihydropyridazin-4-yl)propyl)-2-azaspiro[3.3]heptan-6-yl)methyl)isoindolin-1-one